C(C(=C)C)(=O)O.CCCCCC hexane methacrylate